(E)-2-((2-(2,6-dioxopiperidin-3-yl)-1,3-dioxoisoindolin-5-yl)oxy)-N-(4-(2-((4-(2-(3-methylbenzylidene)hydrazino)-6-morpholinopyrimidin-2-yl)oxy)ethyl)phenyl)acetamide O=C1NC(CCC1N1C(C2=CC=C(C=C2C1=O)OCC(=O)NC1=CC=C(C=C1)CCOC1=NC(=CC(=N1)N/N=C/C1=CC(=CC=C1)C)N1CCOCC1)=O)=O